methyl (8S)-7-[2-(6-bromo-1-oxo-isoindolin-2-yl)acetyl]-1,4-dioxa-7-azaspiro[4.4]nonane-8-carboxylate BrC1=CC=C2CN(C(C2=C1)=O)CC(=O)N1CC2(OCCO2)C[C@H]1C(=O)OC